(Z)-N-(2-(1H-indol-3-yl)ethyl)-N-(3-methoxybenzyl)but-2-en-1-amine N1C=C(C2=CC=CC=C12)CCN(C\C=C/C)CC1=CC(=CC=C1)OC